C(CCCCCCCCCCC)(=O)NCCCOS(=O)(=O)O lauramidopropylhydroxysulfonate